4-fluoro-N-(thiazol-2-yl)-2-(vinylsulfonamido)benzamide FC1=CC(=C(C(=O)NC=2SC=CN2)C=C1)NS(=O)(=O)C=C